N-(3-((5-Methoxypyrazolo[1,5-a]pyrimidin-7-yl)amino)phenyl)acrylamide COC1=NC=2N(C(=C1)NC=1C=C(C=CC1)NC(C=C)=O)N=CC2